O[C@@H]([C@@H](CC1=CC=CC=C1)NC(=O)C1(CCC1)NC(OC(C)(C)C)=O)C(NCC1=NC=CC=C1)=O tert-butyl (1-(((2R,3S)-3-hydroxyl-4-oxo-1-phenyl-4-((pyridin-2-ylmethyl)amino)butan-2-yl)carbamoyl)cyclobutyl)carbamate